Hexane-1,2,3,4,5,6-hexol C(C(C(C(C(CO)O)O)O)O)O